ClC1=CC=C(C=C1)C(O)C1=CC=CC=C1 (4-chlorophenyl)(phenyl)methanol